C1C2=CC=CC=C2C3=C1[Si]=CC=C3 silafluorene